1,8-dioxaheptadecane-9-one OCCCCCCOC(CCCCCCCC)=O